Cl.C(C)NCCCl 2-ethylaminoethyl chloride HCl